NC1=NC=2C(=CC=CC2C=2N1C=C(N2)C(=O)N2CC1CCCCC1CC2)OC (5-amino-7-methoxyimidazo[1,2-c]quinazolin-2-yl)(octahydroisoquinolin-2(1H)-yl)methanone